NC1=CC=C(C=C1)C(C)=O 4'-Aminoacetophenone